C(C1=CC=CC=C1)C(C(=O)OCC)(C(=O)OCC)CC1=CC=CC=C1 diethyl 2,2-dibenzylmalonate